4-(difluoromethyl)-6-[(E)-2-(dimethylamino)vinyl]-2-methylsulfanyl-pyrimidine-5-carboxylic acid ethyl ester C(C)OC(=O)C=1C(=NC(=NC1\C=C\N(C)C)SC)C(F)F